4-[1-(methoxymethyl)-2,2-dimethyl-3-bicyclo[3.1.0]hexanyl]-2-methyl-but-2-enal COCC12C(C(CC2C1)CC=C(C=O)C)(C)C